C(C)(C)(C)NC(C1=CC(=CC=C1)NC(CC1=C(C=CC(=C1)C#N)O)=O)=O N-tert-butyl-3-[[2-(5-cyano-2-hydroxy-phenyl)acetyl]amino]benzamide